4-methyl-3-(methylsulfonyl)-N-((2-(4-(pyridin-3-yl)piperidin-1-yl)-1,6-naphthyridin-7-yl)methyl)benzamide CC1=C(C=C(C(=O)NCC2=NC=C3C=CC(=NC3=C2)N2CCC(CC2)C=2C=NC=CC2)C=C1)S(=O)(=O)C